(4-chloro-1H-indol-7-yl)carbamate ClC1=C2C=CNC2=C(C=C1)NC([O-])=O